FC1=CC=C2C3=C(NC2=C1)C(=NC(=C3)C(=O)O)C3=CC=C(C=C3)N(S(=O)(=O)C3=CC=CC=C3)C 7-fluoro-1-(4-(N-methylphenylsulfonamido)phenyl)-9H-pyrido[3,4-b]indole-3-carboxylic acid